((2R,3R,4R,5R)-5-(2-(2-cyclohexylacetamido)-6-(methylamino)-9H-purin-9-yl)-3-(2-cyclohexylacetoxy)-4-fluoro-4-methyltetrahydrofuran-2-yl)methyl 2-phenylacetate C1(=CC=CC=C1)CC(=O)OC[C@H]1O[C@H]([C@]([C@@H]1OC(CC1CCCCC1)=O)(C)F)N1C2=NC(=NC(=C2N=C1)NC)NC(CC1CCCCC1)=O